2-amino-1-((3-((3R,5R)-5-(4-chlorophenyl)tetrahydro-furan-3-yl)-1,2,4-oxadiazol-5-yl)methyl)-5-methylpyrido[2,3-d]pyrimidin-4(1H)-one NC1=NC(C2=C(N1CC1=NC(=NO1)[C@@H]1CO[C@H](C1)C1=CC=C(C=C1)Cl)N=CC=C2C)=O